1-[3-(1-Hydroxyethyl)-6-[5-[(6-methylpyridazin-3-yl)amino]benzimidazol-1-yl]-2-pyridinyl]triazol-4-carbonitrile OC(C)C=1C(=NC(=CC1)N1C=NC2=C1C=CC(=C2)NC=2N=NC(=CC2)C)N2N=NC(=C2)C#N